CNSC=1SC2=C(N1)C=CC=C2 N-methyl-2-benzothiazolyl-sulphenamide